N-methyl-1-((1S,4S)-4-methyl-isochroman-1-yl)methylamine CNC[C@H]1OC[C@H](C2=CC=CC=C12)C